C(C)(C)(C)N1N=CC(=C1)C1=C(C=C(C=N1)C(=O)N1CCN(CC1)C=1OC=2C(=NC(=CC2)C)N1)C [6-(1-tert-butylpyrazol-4-yl)-5-methyl-3-pyridyl]-[4-(5-methyloxazolo[4,5-b]pyridin-2-yl)piperazin-1-yl]methanone